C(C)(C)(C)OC(=O)N1CC(=C(C1)C1=CC=CC=C1)C(=O)O 1-(tert-Butoxycarbonyl)-4-phenyl-2,5-dihydro-1H-pyrrole-3-carboxylic acid